(R)-2,10-dimethyl-7-(6-(3-(piperidin-1-yl)propoxy)pyridine-3-yl)-9,10-dihydro-8-oxa-2,4,10a-triazanaphtho[2,1,8-cde]azulene-1(2H)-one CN1C(N2[C@@H](COC3=C4C2=C1C=NC4=CC=C3C=3C=NC(=CC3)OCCCN3CCCCC3)C)=O